COC1=CC=CC2=C1NC(=N2)C2=NNC=C2NC=2C1=C(N=CN2)NC=C1 N-(3-(7-methoxy-1H-benzo[d]imidazol-2-yl)-1H-pyrazol-4-yl)-7H-pyrrolo[2,3-d]pyrimidin-4-amine